C(C)(=O)NC=1N=C2N(N=C(C=C2)C=2C=C(C(=NC2C)OC)C(=O)NCC2=C(C=CC(=C2)C(F)(F)F)F)C1 5-{2-acetamidoimidazo[1,2-b]pyridazin-6-yl}-N-{[2-fluoro-5-(trifluoromethyl)phenyl]methyl}-2-methoxy-6-methylpyridine-3-carboxamide